5-(carboxy-hydroxylmethyl)uridine C(=O)(O)C(C=1C(NC(N([C@H]2[C@H](O)[C@H](O)[C@@H](CO)O2)C1)=O)=O)O